(R)-3-methyl-2-(7-(piperidin-3-yl)-6,7-dihydro-5H-pyrrolo[2,3-c]pyridazin-3-yl)-5-(trifluoromethyl)phenol CC=1C(=C(C=C(C1)C(F)(F)F)O)C1=CC2=C(N=N1)N(CC2)[C@H]2CNCCC2